BrC1=C(C=C(C=C1)CC(=O)O)F 2-(4-bromo-3-fluorophenyl)acetic acid